(2S,3S)-1-(tert-Butoxycarbonyl)pyrrolidine C(C)(C)(C)OC(=O)N1CCCC1